CC(C)C=1SC(=CC1NC(NS(N(C=1C=NN(C1)C)[C@H]1CN(C[C@@H](C1)F)C)(=O)=O)=O)C(C)C 3-[2,5-Bis(propan-2-yl)thiophen-3-yl]-1-{[(3R,5R)-5-fluoro-1-methylpiperidin-3-yl](1-methyl-1H-pyrazol-4-yl)sulfamoyl}urea